C(C)OC(CCC(=O)C1=NC(=CC(=C1O)Br)OC1=CC=C(C=C1)F)=O 4-[4-bromo-6-(4-fluoro-phenoxy)-3-hydroxy-pyridin-2-yl]-4-oxo-butyric acid ethyl ester